N-[5-(4-fluoro-1H-benzimidazol-2-yl)-1-[(4-methoxyphenyl)methyl]-pyrazol-3-yl]-6-(3-methoxyazetidin-1-yl)pyridine-3-carboxamide FC1=CC=CC=2NC(=NC21)C2=CC(=NN2CC2=CC=C(C=C2)OC)NC(=O)C=2C=NC(=CC2)N2CC(C2)OC